NCCOCCOCCOCCOCCOCCOCCC(=O)NC1=C(C=CC=C1)C(NC=1SC(=C(N1)C)C)=O 1-Amino-N-(2-((4,5-dimethylthiazol-2-yl)carbamoyl)phenyl)-3,6,9,12,15,18-hexaoxahenicosan-21-amide